ClC1=C2C=C(NC2=CC=C1F)C(=O)N[C@H](C(=O)N[C@H](C(=O)OC)C[C@H]1C(NCCC1)=O)CC1CC1 methyl (2S)-2-[[(2S)-2-[(4-chloro-5-fluoro-1H-indole-2-carbonyl)amino]-3-cyclopropyl-propanoyl] amino]-3-[(3S)-2-oxo-3-piperidyl]propanoate